CC1=NC(=NC(=C1)C)CN[C@H]1C[C@H](N(CC1)C(=O)N1CC2(CCCC2)[C@@H](CC1)CN1C=NC(=CC1=O)C1=CC=CC=C1)C1=CC=CC=C1 3-(((R)-7-((2s,4R)-4-(((4,6-dimethylpyrimidin-2-yl)methyl)amino)-2-phenylpiperidine-1-carbonyl)-7-azaspiro[4.5]dec-10-yl)methyl)-6-phenylpyrimidin-4(3H)-one